OC(CCCCCCCCC(=O)OC(CO)CO)CCCCCCO 1,3-dihydroxypropan-2-yl 10,16-dihydroxyhexadecanoate